N[C@H]1C[C@H](N(C1)C([C@H](C1CCCCC1)NC([C@H](C)N(C(OC(C)(C)C)=O)C)=O)=O)C(N[C@@H]1CCCC2=CC=CC=C12)=O tert-butyl ((S)-1-(((S)-2-((2S,4S)-4-amino-2-(((R)-1,2,3,4-tetrahydronaphthalen-1-yl)-carbamoyl)pyrrolidin-1-yl)-1-cyclohexyl-2-oxoethyl)amino)-1-oxopropan-2-yl)(methyl)-carbamate